FC(C(=O)O)(F)F.N1(CCC1)CC1=C(CNC2=CC(=C(C(=C2)F)S(=O)(=O)NC=2N=CSC2)F)C(=CC=C1)CC 4-((2-(azetidin-1-ylmethyl)-6-ethylbenzyl)amino)-2,6-difluoro-N-(thiazol-4-yl)benzenesulfonamide 2,2,2-trifluoroacetate